FC(C=1N=C(OC1C(=O)N1[C@@H](C2=C(CC1)NC=N2)C=2OC1=C(N2)C=CC=C1F)C1=NC=CC=C1)F (S)-(4-(difluoromethyl)-2-(pyridin-2-yl)oxazol-5-yl)(4-(7-fluorobenzo[d]oxazol-2-yl)-6,7-dihydro-1H-imidazo[4,5-c]pyridin-5(4H)-yl)methanone